C1=CC(=CC=C1C2=CC3=C(N2)C=C(C=C3)C(=N)N)C(=N)N 4',6-diamidino-2-phenylindole